tert-butyl 2-((3-((4-chloro-1-methyl-1H-pyrazol-5-yl) methyl)-5-(oxetan-3-yl)-1-oxoisoindolin-2-yl) methyl)-6-oxo-5-oxa-7-azaspiro[3.4]octane-7-carboxylate ClC=1C=NN(C1CC1N(C(C2=CC=C(C=C12)C1COC1)=O)CC1CC2(C1)OC(N(C2)C(=O)OC(C)(C)C)=O)C